ClC=1C=C(OC2(CCCCC2)C2=CN=NC(=C2)N2CC3(C2)CC(C3)CO)C=CC1C#N (1r,4r)-4-((3-chloro-4-cyanophenoxy)cyclohexyl)-6-(6-(hydroxymethyl)-2-azaspiro[3.3]hept-2-yl)pyridazine